ClC1=CC=C(C=C1)C(C(F)(F)F)N(S(=O)(=O)C1=NN(C(C=C1)=O)C)C N-(1-(4-chlorophenyl)-2,2,2-trifluoroethyl)-N,1-dimethyl-6-oxo-1,6-dihydropyridazine-3-sulfonamide